1-(4-(1H-indol-3-yl)pyrimidin-2-yl)-4-fluoro-6-methoxybenzene-1,3-diamine N1C=C(C2=CC=CC=C12)C1=NC(=NC=C1)C1(CC(=C(C=C1OC)F)N)N